1-[2-chloro-4-[[5-(2,3-difluoro-4-methoxy-phenyl)-1-methyl-imidazole-2-carbonyl]amino]benzoyl]-N-[(3R)-pyrrolidin-3-yl]piperidine-4-carboxamide ClC1=C(C(=O)N2CCC(CC2)C(=O)N[C@H]2CNCC2)C=CC(=C1)NC(=O)C=1N(C(=CN1)C1=C(C(=C(C=C1)OC)F)F)C